[(E,1S)-6-(Dimethylamino)-1-[[1-[[4-(2,2-dimethylpropyl)-6-fluoro-1-methyl-benzimidazol-2-yl]methyl]-2-oxo-3-pyridyl]carbamoyl]-6-oxo-hex-4-enyl]N,N-dimethylcarbamat CN(C(/C=C/CC[C@@H](C(NC=1C(N(C=CC1)CC1=NC2=C(N1C)C=C(C=C2CC(C)(C)C)F)=O)=O)OC(N(C)C)=O)=O)C